The molecule is the simplest member of the quinoline class of compounds, comprising a benzene ring ortho fused to C-2 and C-3 of a pyridine ring. It is a mancude organic heterobicyclic parent, a member of quinolines, an azaarene and an ortho-fused heteroarene. C1=CC=C2C(=C1)C=CC=N2